p-tert-pentylphenoxyacetic acid C(C)(C)(CC)C1=CC=C(OCC(=O)O)C=C1